C1(CC1)COC1=CC(=NC=C1)N1CCC(CC1)NC(=S)NC=1C=NC=CC1 1-(1-(4-(Cyclopropylmethoxy)pyridin-2-yl)piperidin-4-yl)-3-(pyridin-3-yl)thiourea